FC(F)C=1C(=C(C(=O)O)C=CC1)O (difluoromethyl)-2-hydroxybenzoic acid